C(C1=CC=CC=C1)OCCC(CCC)OC1=NN2C(C(=N1)N(CC1=CC=C(C=C1)OC)CC1=CC=C(C=C1)OC)=NC=C2C(C2=CC(=C(OCCN(C(OC(C)(C)C)=O)C)C=C2)Cl)O tert-butyl (2-(4-((2-((1-(benzyloxy)hexan-3-yl)oxy)-4-(bis(4-methoxybenzyl)amino)imidazo[2,1-f][1,2,4]triazin-7-yl)(hydroxy)methyl)-2-chlorophenoxy)ethyl)(methyl)carbamate